CC=1N=C(C=C2C1OC(=C2)C=2C(=C(C=CC2)C2=CC=CC=C2)C)CNCCO 2-({[7-methyl-2-(2-methylbiphenyl-3-yl)furo[2,3-c]pyridin-5-yl]methyl}amino)ethanol